3-(propan-2-yl)piperidine CC(C)C1CNCCC1